BrCCCCCCCCC(OCCCCCC)OCCCCCC 9-bromo-1,1-dihexyloxynonane